2-Chloro-5-(trifluoromethyl)benzoic acid [3-(3-ethyl-4-oxo-spiro[6,8-dihydro-5H-pyrazolo[4,3-c]azepin-7,4'-tetrahydropyran]-1-yl)-2,2-dimethyl-propyl] ester C(C)C1=NN(C2=C1C(NCC1(CCOCC1)C2)=O)CC(COC(C2=C(C=CC(=C2)C(F)(F)F)Cl)=O)(C)C